2,4-dichloro-5-fluoro-7-isopropylpyrrolo[2,1-F][1,2,4]triazine ClC1=NN2C(C(=N1)Cl)=C(C=C2C(C)C)F